NC=1C=CC(=C(C1)S(=O)(=O)N=CN(C)C)C=1C=NN(C1)C1CC1 5-amino-2-(1-cyclopropyl-1H-pyrazol-4-yl)-N-[(dimethylamino)methylidene]benzenesulfonamide